3-{[2,6-dimethyl-4-(2-phenylethoxy)benzoyl]amino-4-(trifluoromethyl)phenyl}cyclobutanecarboxylic acid CC1=C(C(=O)NC2=C(C=CC(=C2)C(F)(F)F)C2CC(C2)C(=O)O)C(=CC(=C1)OCCC1=CC=CC=C1)C